N-(5-(4-fluorophenoxy)pyridin-2-yl)-2-(4-(6-oxo-1,6-dihydropyridine-3-carbonyl)piperazin-1-yl)butanamide FC1=CC=C(OC=2C=CC(=NC2)NC(C(CC)N2CCN(CC2)C(=O)C2=CNC(C=C2)=O)=O)C=C1